4-bromo-7-chloro-1-[[2-(trimethylsilyl)ethoxy]methyl]pyrazolo[3,4-c]pyridine BrC1=C2C(=C(N=C1)Cl)N(N=C2)COCC[Si](C)(C)C